(S)-tert-butyl 2-((tetrahydrofuran-3-yl)oxy)acetate O1C[C@H](CC1)OCC(=O)OC(C)(C)C